Cl.C1(=CCCCC1)C#CC1(CCNCC1)O 4-(cyclohex-1-en-1-ylethynyl)piperidin-4-ol hydrochloride